N-(2-(1H-pyrazol-1-yl)ethyl)-5-bromo-3-fluoro-2-nitroaniline N1(N=CC=C1)CCNC1=C(C(=CC(=C1)Br)F)[N+](=O)[O-]